(3-isocyanato-4-methylphenyl)-carbamic acid N(=C=O)C=1C=C(C=CC1C)NC(O)=O